C1(CC1)COC=1C=C(C(=O)NCC2=NC=C(N=C2)C)C=C(C1)C=1SC(=CN1)C 3-(cyclopropylmethoxy)-N-[(5-methylpyrazin-2-yl)methyl]-5-(5-methyl-1,3-thiazol-2-yl)benzamide